1-Pentenol C(=CCCC)O